C(#N)C1=CC=2N(N=C1)C(=CC2)C2=NC=C(C(=O)NC[C@H](C(C)(C)O)F)C(=C2)NC2CCC(CC2)C=2C=NN(C2)CC(F)(F)F (R)-6-(3-cyanopyrrolo[1,2-b]pyridazin-7-yl)-N-(2-fluoro-3-hydroxy-3-methylbutyl)-4-((4-(1-(2,2,2-trifluoroethyl)-1H-pyrazol-4-yl)cyclohexyl)amino)nicotinamide